(S)-4-(4-(difluoromethyl)pyrazolo[1,5-a]pyridin-2-yl)-5-(pyridin-2-yl)-4,5,6,7-tetrahydro-1H-imidazo[4,5-c]pyridine FC(C=1C=2N(C=CC1)N=C(C2)[C@H]2N(CCC1=C2N=CN1)C1=NC=CC=C1)F